O1CC(C1)C1=CC=C(C=C1)NC(C(F)(F)F)=O N-(4-(oxetan-3-yl)phenyl)trifluoroacetamide